COCC(C(=O)O)(C1=CC=CC=C1)OC dimethoxyphenyl-propionic acid